OC(CCN1CCNCC1)CCCCCCCCCCCCCCCCC 4-(3-hydroxyeicosanyl)piperazin